sorbitol sesquistearate C(CCCCCCCCCCCCCCCCC)(=O)O.OC[C@H](O)[C@@H](O)[C@H](O)[C@H](O)CO.C(CCCCCCCCCCCCCCCCC)(=O)O.C(CCCCCCCCCCCCCCCCC)(=O)O.OC[C@H](O)[C@@H](O)[C@H](O)[C@H](O)CO